O=C1NC(CCC1N1C(C2=CC=C(C=C2C1=O)N([C@@H]1C[C@H](C1)C(=O)O)C)=O)=O (trans)-3-{[2-(2,6-dioxopiperidin-3-yl)-1,3-dioxo-2,3-dihydro-1H-isoindol-5-yl](methyl)amino}cyclobutane-1-carboxylic acid